2-((2-(3-bromo-2-methoxy-4-(methoxymethoxy)phenylvinyl)-5-methylbenzo[d]thiazol-6-yl)(methyl)amino)ethyl-4-methylbenzenesulfonate BrC=1C(=C(C=CC1OCOC)C=CC=1SC2=C(N1)C=C(C(=C2)N(CCOS(=O)(=O)C2=CC=C(C=C2)C)C)C)OC